NCC1=NNC(C2=CC=C(C=C12)C1(CC1)C(=O)N(CC1=NC=C(C=C1)C(F)(F)F)C1CCCC=2C=CC=NC12)=O (4-(aminomethyl)-1-oxo-1,2-dihydro-phthalazin-6-yl)-N-(5,6,7,8-tetrahydroquinolin-8-yl)-N-((5-(trifluoromethyl)pyridin-2-yl)methyl)cyclopropane-1-carboxamide